FC(C1=CC=C(C=C1)C1=NOC(=N1)N1CCN(CC1)C(=O)NCCCN1CCC(CC1)CC1=NC=CC=C1)F 4-(3-(4-(Difluoromethyl)phenyl)-1,2,4-oxadiazol-5-yl)-N-(3-(4-(Pyridin-2-ylmethyl)piperidin-1-yl)propyl)piperazin-1-carboxamid